FC=1C=C(C=C(C1)F)[C@]1(C[C@@H]2[C@H](N(OC2(C)C)C)[C@H](C1)C)C |r| rac-(3aR,5R,7S,7aR)-5-(3,5-difluorophenyl)-1,3,3,5,7-pentamethylocta-hydrobenzo[c]isoxazole